2-(5-(trifluoromethyl)pyrazine-2-carboxamido)benzo[d]thiazole-6-carboxylic acid FC(C=1N=CC(=NC1)C(=O)NC=1SC2=C(N1)C=CC(=C2)C(=O)O)(F)F